C[Si]([Si](OCC)(OCC)OCC)(OCC)C dimethyltetraethoxydisilane